NCCCC=1C=CC=C2C=C(N(C12)CC1CC1)C1=NC2=C(N1C)C(=CC(=C2)C(=O)N2[C@@H]1CC[C@H](C2)[C@H]1N)OC (1R,4R,7R)-2-{2-[7-(3-aminopropyl)-1-(cyclopropylmethyl)-1H-indol-2-yl]-7-methoxy-1-methyl-1H-1,3-benzodiazole-5-carbonyl}-2-azabicyclo[2.2.1]heptan-7-amine